4-(2-benzyloxyethoxy)tetrahydropyran C(C1=CC=CC=C1)OCCOC1CCOCC1